5-bromo-N-phenylfuran-2-carboxamide BrC1=CC=C(O1)C(=O)NC1=CC=CC=C1